methyl 5-bromo-6-methylpicolinate BrC=1C=CC(=NC1C)C(=O)OC